OC(C(=O)N)C(C(C(C(=O)N)O)O)O 2,3,4,5-tetrahydroxyhexanediamide